tert-butyl (1R,5S)-8-(3-aminophenyl)-3,8-diazabicyclo[3.2.1]octane-3-carboxylate NC=1C=C(C=CC1)N1[C@H]2CN(C[C@@H]1CC2)C(=O)OC(C)(C)C